5-(((1-Methyl-6-(pyridin-2-yl)-1H-pyrazolo[3,4-d]pyrimidin-4-yl)amino)methyl)thiophene-2-sulfonamide CN1N=CC=2C1=NC(=NC2NCC2=CC=C(S2)S(=O)(=O)N)C2=NC=CC=C2